[Na+].C(CCCCCCCCCCCCC)(=O)OC[C@@H](OC(CCCCCCCCCCCCC)=O)COP(=O)([O-])[O-].[Na+] 1,2-dimyristoyl-sn-glycero-3-phosphate sodium salt